(S)-1-((6-(3'-amino-2-chloro-2'-methyl-[1,1'-biphenyl]-3-yl)-2-methoxypyridin-3-yl)methyl)pyrrolidin-3-ol NC=1C(=C(C=CC1)C1=C(C(=CC=C1)C1=CC=C(C(=N1)OC)CN1C[C@H](CC1)O)Cl)C